OCC=1C=CC(=C(C#N)C1)OC(C)C 5-(hydroxymethyl)-2-(propan-2-yloxy)benzonitrile